C(C(C)C)P(CO)(CO)=O isobutyl-bis(hydroxymethyl)phosphine oxide